6-ethyl-2-(1-(2-(3-hydroxyazetidine-1-yl)-2-oxoethyl)piperidin-4-yl)imidazole C(C)C1CC(CCN1CC(=O)N1CC(C1)O)C=1NC=CN1